C(C)(C)N(C(=O)C=1OC=CC1)C(C)C N,N-diisopropylfuran-2-carboxamide